ClC=1C(=CC=2N(N1)C(C(=C(N2)C)F)=O)C 7-chloro-3-fluoro-2,8-dimethyl-pyrimido[1,2-b]Pyridazin-4-one